1-([1,1'-biphenyl]-4-yl)-3-(2-chloro-4-hydroxyphenyl)urea C1(=CC=C(C=C1)NC(=O)NC1=C(C=C(C=C1)O)Cl)C1=CC=CC=C1